(R)-3-(2-chloro-3-fluoropyridin-4-yl)-10-methyl-9,10,11,12-tetrahydro-8H-[1,4]diazepino[5',6':4,5]thieno[3,2-f]quinolin-8-one ClC1=NC=CC(=C1F)C1=NC=2C=CC3=C(C2C=C1)C1=C(S3)C(N[C@@H](CN1)C)=O